prop-2-en-1-yl (2S,3S)-3-amino-3-(4-chlorophenyl)-2-methylpropanoate N[C@@H]([C@@H](C(=O)OCC=C)C)C1=CC=C(C=C1)Cl